C12CN(CCCC2C1)C=1C2=C(N=C(N1)OC[C@]13CCCN3C[C@@H](C1)F)C(=C(N=C2)Cl)F 4-(3-Azabicyclo[5.1.0]octan-3-yl)-7-chloro-8-fluoro-2-(((2R-7aS)-2-fluorotetrahydro-1H-pyrrolizin-7a(5H)-yl)methoxy)pyrido[4,3-d]pyrimidine